NC1=NN2C(C=C(C=C2)C=2C(=C(C(=O)NCC([C@H](C3=CC=C(C=C3)F)F)(F)F)C(=CC2)C(F)(F)F)F)=N1 (S)-3-(2-amino-[1,2,4]triazolo[1,5-a]pyridin-7-yl)-2-fluoro-N-(2,2,3-trifluoro-3-(4-fluorophenyl)propyl)-6-(trifluoromethyl)benzamide